1-((1S,4S)-4-(Isopropylamino)cyclohexyl)-6-methyl-5-(8-methyl-[1,2,4]triazolo[1,5-a]pyridin-6-yl)-1,3-dihydro-2H-benzo[d]imidazol-2-on C(C)(C)NC1CCC(CC1)N1C(NC2=C1C=C(C(=C2)C=2C=C(C=1N(C2)N=CN1)C)C)=O